3-(trans-3-(3-cyclopropyl-1H-pyrazol-1-yl)cyclobutyl)acrylonitrile C1(CC1)C1=NN(C=C1)[C@@H]1C[C@H](C1)C=CC#N